COCCOCCCC(=O)NCC(=O)N1[C@H]2C[C@]2(C[C@H]1C(=O)OCC)C ethyl (1S,3S,5S)-2-((4-(2-methoxyethoxy)butanoyl)glycyl)-5-methyl-2-azabicyclo[3.1.0]hexane-3-carboxylate